methyl 2-[3-[2-[tert-butyl(dimethyl)silyl]oxyethylamino]propyl]pyrazole-3-carboxylate [Si](C)(C)(C(C)(C)C)OCCNCCCN1N=CC=C1C(=O)OC